C(C)(C)C1CCCCC1 1-isopropyl-cyclohexane